N-ethyl-N-methyl(4-{4-[1-(4-{[(1,3-thiazol-4-yl)methoxy]methyl}-2-toluoylamino)cyclopropyl]-2-quinolyl}-1-pyrazolyl)acetamide C(C)N(C(CN1N=CC(=C1)C1=NC2=CC=CC=C2C(=C1)C1(CC1)NC(=O)C=1C(=CC=C(C1)COCC=1N=CSC1)C)=O)C